(Z)-2-(3-bromo-5-(trifluoromethyl)benzylidene)-6-hydroxybenzofuran-3(2H)-one BrC=1C=C(\C=C\2/OC3=C(C2=O)C=CC(=C3)O)C=C(C1)C(F)(F)F